N-(2-(4-(4-cyclopropyl-piperazine-1-yl)piperidine-1-yl)-5-((6-((S)-3-(2,3-dichlorobenzyl)isoxazolidine-2-yl)pyrimidine-4-yl)amino)-4-methoxy-phenyl)acrylamide C1(CC1)N1CCN(CC1)C1CCN(CC1)C1=C(C=C(C(=C1)OC)NC1=NC=NC(=C1)N1OCC[C@@H]1CC1=C(C(=CC=C1)Cl)Cl)NC(C=C)=O